NC1=C2C(=NC=N1)N(N=C2C2=CC=C1C=C(NC1=C2)C(=O)NC2=CSC=C2)C(C)(C)C 6-(4-amino-1-tert-butyl-pyrazolo[3,4-d]pyrimidin-3-yl)-N-(3-thienyl)-1H-indole-2-carboxamide